BrC=1C=C(C=C(C1)C1=CC=CC=C1)OC1=CC=2N(C3=CC=CC=C3C2C=C1)C1=NC=CC=C1 2-((5-bromo-[1,1'-biphenyl]-3-yl)oxy)-9-(pyridin-2-yl)-9H-carbazole